CC1=CC=C(C=C1)NC1=CC=C(C=C1)N (4-methylphenyl)-1,4-phenylenediamine